1-((1S,3R)-3-(((tert-butyldimethylsilyl)oxy)methyl)-1-methyl-5-(1-methyl-1H-pyrazol-4-yl)-3,4-dihydroisoquinolin-2(1H)-yl)-2-(2-chlorophenyl)ethan-1-one [Si](C)(C)(C(C)(C)C)OC[C@@H]1N([C@H](C2=CC=CC(=C2C1)C=1C=NN(C1)C)C)C(CC1=C(C=CC=C1)Cl)=O